N-(5-(piperidin-4-ylmethoxy)pyridin-2-yl)pyridin-2-amine N1CCC(CC1)COC=1C=CC(=NC1)NC1=NC=CC=C1